[Br-].C(C1=CC=CC=C1)(=O)C1=CC=C(C=C1)C[N+](CCOC(C=C)=O)(C)C 4-benzoyl-N,N-dimethyl-N-[2-(1-oxo-2-propenyloxy)ethyl]benzenemethaneaminium bromide